(3-((6-amino-2-fluoro-9H-purin-9-yl)methyl)phenyl)methanol NC1=C2N=CN(C2=NC(=N1)F)CC=1C=C(C=CC1)CO